9-(6-(6-(Difluoromethyl)imidazo[1,2-b]pyridazin-3-yl)pyrimidin-4-yl)-2,9-diazaspiro[5.5]undecan-3-one FC(C=1C=CC=2N(N1)C(=CN2)C2=CC(=NC=N2)N2CCC1(CCC(NC1)=O)CC2)F